14-((2-(4-hydroxy-4-(trifluoromethyl)piperidin-1-yl)ethyl)sulfonamido)tetradecanoic acid OC1(CCN(CC1)CCS(=O)(=O)NCCCCCCCCCCCCCC(=O)O)C(F)(F)F